Benzyl-p-hydroxyphenylmethylsulfonium C(C1=CC=CC=C1)[SH+]CC1=CC=C(C=C1)O